2-oxo-2,3-dihydro-benzooxazol O=C1OC2=C(N1)C=CC=C2